N-(4-((4-Methoxybenzyl)amino)phenyl)cyclohexansulfonamid COC1=CC=C(CNC2=CC=C(C=C2)NS(=O)(=O)C2CCCCC2)C=C1